N1=CC=C(C2=CC=CC=C12)CC=O 2-(QUINOLIN-4-YL)ACETALDEHYDE